O=C1NC(CCC1N1C(C2=CC=CC(=C2C1=O)NCC=1C=NC=CC1C)=O)=O 2-(2,6-dioxopiperidin-3-yl)-4-(((4-methylpyridin-3-yl)methyl)amino)isoindoline-1,3-dione